ethyl-4-(4-isopropylphenyl)-2,2-difluorobutan-3-enoate C(C)OC(C(C=CC1=CC=C(C=C1)C(C)C)(F)F)=O